cyclopropyl-5-(1-ethoxyvinyl)benzimidazole C1(CC1)C=1NC2=C(N1)C=CC(=C2)C(=C)OCC